ClC=1C(=NC=C(C1)N1C(NC2=C1C=CC=C2)=O)C(=O)NC 3-chloro-N-methyl-5-(2-oxo-2,3-dihydro-1H-benzo[d]imidazol-1-yl)pyridinecarboxamide